C1(CC1)CNC1=CC=C(C=N1)N1CC(CCC1)N(CC1=CC(=NC=C1)OC)CC1=CN2C3=C(C(=C(C=C3C1=O)F)F)SCC2 6-(((1-(6-((cyclopropylmethyl)amino)pyridin-3-yl)piperidin-3-yl)((2-methoxypyridin-4-yl)methyl)amino)methyl)-9,10-difluoro-2,3-dihydro-7H-[1,4]thiazino[2,3,4-ij]quinolin-7-one